BrCC1=CC=C(C=C1)N1C(=NC=2C1=NC(=CC2)C2=CC=CC=C2)C=2C(=NC=CC2)N 3-[3-[4-(bromomethyl)phenyl]-5-phenyl-imidazo[4,5-b]pyridin-2-yl]pyridin-2-amine